BrC=1C=C(C(=NC1)CN1CCC(CC1)C1=NC(=CC=C1)OCC1=C(C=C(C=C1)Cl)F)C 5-bromo-2-((4-(6-((4-chloro-2-fluorobenzyl)oxy)pyridin-2-yl)piperidin-1-yl)methyl)-3-methylpyridine